FC=1C=C2N=CC(=NC2=CC1)NCC1N(C2CC(C1C)C2)C(C2=C(C=CC(=C2)F)N2N=CC=N2)=O cis-6-fluoro-N-({2-[5-fluoro-2-(2H-1,2,3-triazol-2-yl)benzoyl]-4-methyl-2-azabicyclo[3.1.1]heptan-3-yl}methyl)quinoxalin-2-amine